tert-butyl (R)-4-(1-chloro-3-(5-(difluoromethyl)-1,3,4-thiadiazol-2-yl)-6-(N-(1-(fluoromethyl)cyclopropyl)sulfamoyl)imidazo[1,5-a]pyridin-8-yl)-2-methylpiperazine-1-carboxylate ClC=1N=C(N2C1C(=CC(=C2)S(NC2(CC2)CF)(=O)=O)N2C[C@H](N(CC2)C(=O)OC(C)(C)C)C)C=2SC(=NN2)C(F)F